O1C(=NC2=C1C=CC=C2)C2=CC=C(C=C2)N(C2=CC=C(C=C2)C2=CC=C(C=C2)C2=CC1=C(N=C(O1)C1=CC=CC=C1)C=C2)C2=CC=C(C=C2)C=2SC1=C(C2)C=CC=C1 N-(4-benzooxazole-2-yl-phenyl)-N-(4-benzothiophene-2-yl-phenyl)-N-{4'-(2-phenyl-benzooxazole-6-yl)-[1,1']biphenyl-4-yl}-amine